2-[2'-hydroxy-3'-tert-butyl-5'-(3''-methacryloyloxypropoxy)phenyl]-5-methoxy-2H-benzotriazole OC1=C(C=C(C=C1C(C)(C)C)OCCCOC(C(=C)C)=O)N1N=C2C(=N1)C=CC(=C2)OC